C(C)(=O)C1=C(C=C(O)C=C1)O 4-acetylresorcinol